(R)-4-((R)-2-((4-(2-chloro-4-fluorophenyl)-1-oxo-1,2-dihydroisoquinolin-7-yl)oxy)propanoyl)morpholine-2-carboxylate ClC1=C(C=CC(=C1)F)C1=CNC(C2=CC(=CC=C12)O[C@@H](C(=O)N1C[C@@H](OCC1)C(=O)[O-])C)=O